NC(=O)[C@H](O)[C@@H](O)[C@H](O)[C@H](O)C(=O)[O-] Aminoglucuronate